CC1=[N+](C=C(C=C1[N+](=O)[O-])C)[O-] 2,5-dimethyl-3-nitropyridine 1-oxide